O1C=C(C=C1)CN1CC(C=CC1)O 1-(furan-3-ylmethyl)-1,2,3,6-tetrahydropyridin-3-ol